2-[4-(2-chloro-3-fluoro-phenyl)-2-oxo-chromen-7-yl]oxy-N-isopropyl-propionamide ClC1=C(C=CC=C1F)C1=CC(OC2=CC(=CC=C12)OC(C(=O)NC(C)C)C)=O